3-[1-[4-(2,6-dioxo-3-piperidyl)phenyl]-4-piperidyl]-piperidine-1-carboxylate O=C1NC(CCC1C1=CC=C(C=C1)N1CCC(CC1)C1CN(CCC1)C(=O)[O-])=O